Cl.N1=CC(=CC=C1)CCC#CC=1SC(=CN1)C=NO 2-(4-(pyridin-3-yl)but-1-yn-1-yl)thiazole-5-carbaldehyde oxime hydrochloride